3,4,5-trihydroxybenzophenone OC=1C=C(C(=O)C2=CC=CC=C2)C=C(C1O)O